tosyloxy methyl phosphonate P(OOS(=O)(=O)C1=CC=C(C)C=C1)(OC)=O